C(C)S(=O)(=O)C=1C(=NC=C(C1)C1=NC=CC=N1)C1=NC=2N(C=C1)N=C(C2)C(F)(F)F 5-(3-(ethylsulfonyl)-5-(pyrimidin-2-yl)pyridin-2-yl)-2-(trifluoromethyl)pyrazolo[1,5-a]pyrimidine